1-(tert-butyl)-1H-1,2,3-triazole-4-carboxamide C(C)(C)(C)N1N=NC(=C1)C(=O)N